C(C1=CC=CC=C1)ON1[C@@H]2CC[C@H](N(C1=O)C2)C(=O)OCC Ethyl (2S,5R)-6-(benzyloxy)-7-oxo-1,6-diazabicyclo[3.2.1]octane-2-carboxylate